Ethyl N-Boc-3-oxopyrrolidine-2-carboxylate C(=O)(OC(C)(C)C)N1C(C(CC1)=O)C(=O)OCC